ClC=1C2=CN(N=C2C=CC1C1=NNC2=NC(=CN=C21)N2C[C@@H]1[C@]([C@@H]1CC2)(C2=NOC(=C2)C)CN)C [(1S,6R,7S)-3-[3-(4-chloro-2-methylindazol-5-yl)-1H-pyrazolo[3,4-b]pyrazin-6-yl]-7-(5-methyl-1,2-oxazol-3-yl)-3-azabicyclo[4.1.0]heptan-7-yl]methanamine